C(C)OC(C(F)(F)C1=[N+](C=CC(=C1)C)[O-])=O 2-(2-ethoxy-1,1-difluoro-2-oxoethyl)-4-METHYLPYRIDINE-oxide